FC1=C(N)C=CC(=C1C=1C=CC=2N(C1)C=NC2C2=NC1=C(N2COCC[Si](C)(C)C)C=C(C=C1)N1CCN(CC1)C)F 2,4-difluoro-3-[1-[6-(4-methylpiperazin-1-yl)-1-[[2-(trimethylsilyl)ethoxy]methyl]-1,3-benzodiazol-2-yl]imidazo[1,5-a]pyridin-6-yl]aniline